ClC=1C=C(C=CC1F)NC1=NC=NC2=CC(=C(C=C12)OC1CCOCC1)OCCOC 4-[(3-chloro-4-fluorophenyl)amino]-6-(tetrahydropyran-4-yloxy)-7-(2-methoxy-ethoxy)-quinazoline